((S)-4-acryloyl-2-methylpiperazin-1-yl)-1-(2-chloro-6-(methylsulfonyl)phenyl)-6-fluoro-7-(2-fluoro-6-hydroxyphenyl)pyrido[2,3-d]pyrimidin-2(1H)-one C(C=C)(=O)N1C[C@@H](N(CC1)C=1C2=C(N(C(N1)=O)C1=C(C=CC=C1S(=O)(=O)C)Cl)N=C(C(=C2)F)C2=C(C=CC=C2O)F)C